calcium ammonium salt [NH4+].[Ca+2]